ClC1=CC=CC(=N1)C(CNC(=O)C=1SC(=NN1)C=1C=NC(=CC1F)F)(C)C=1C=NN(C1)C N-[2-(6-chloro-2-pyridyl)-2-(1-methylpyrazol-4-yl)propyl]-5-(4,6-difluoro-3-pyridyl)-1,3,4-thiadiazole-2-carboxamide